C[C@H]1CCC/C=C\\C[C@H](OC(=O)C[C@@H](C(C(=O)[C@@H]([C@H]1O)C)(C)C)O)/C(=C/C2=CSC(=N2)C)/C The molecule is an epothilone that is 1-oxacyclohexadec-13-ene-2,6-dione which is substituted by hydroxy groups at positions 4 and 9, methyl groups at positions 5, 5, 7, and 9, and by a (1E)-1-(2-methyl-1,3-thiazol-4-yl)prop-1-en-2-yl group at position 16 (the 4S,7R,8S,9S,13Z,16S stereoisomer).